NCC(CN(C(OC(C)(C)C)=O)CC(CCNC(=O)OC(C)(C)C)O[Si](CC)(CC)CC)O[Si](CC)(CC)CC Tert-butyl N-(3-amino-2-triethylsilyloxy-propyl)-N-[4-(tertbutoxycarbonylamino)-2-triethylsilyloxy-butyl]carbamate